N-[(3R)-1-methylpiperidin-3-yl]-1-[2-(2,2,2-trifluoroethyl)-4-(trifluoromethyl)phenyl]pyrido[3,4-d]pyridazin-4-amine CN1C[C@@H](CCC1)NC=1N=NC(=C2C1C=NC=C2)C2=C(C=C(C=C2)C(F)(F)F)CC(F)(F)F